N-(methyl)acryloyl-glycinamide CC=CC(=O)NC(CN)=O